N-diphenylethyl-4-(1,3-dithian-2-yl)aniline C1(=CC=CC=C1)C(CNC1=CC=C(C=C1)C1SCCCS1)C1=CC=CC=C1